6'-(3-{2-[3-(pyridazin-4-yl)phenyl]acetamido}propoxy)-2',3'-dihydrospiro[cyclohexane-1,1'-indene]-4-carboxylic acid N1=NC=C(C=C1)C=1C=C(C=CC1)CC(=O)NCCCOC1=CC=C2CCC3(C2=C1)CCC(CC3)C(=O)O